N-(Cyclopropylaminothioformyl)-2-(2-fluorophenyl)-2-(4-(trifluoromethyl)pyridin-2-yl)acetamide C1(CC1)NC(=S)NC(C(C1=NC=CC(=C1)C(F)(F)F)C1=C(C=CC=C1)F)=O